methyl 5-{5-[1-(tert-butoxycarbonyl)azetidin-3-yl]-3-[(3,5-difluorophenyl)methoxy] pyridin-2-yl}-1-methylpyrrole-3-carboxylate C(C)(C)(C)OC(=O)N1CC(C1)C=1C=C(C(=NC1)C1=CC(=CN1C)C(=O)OC)OCC1=CC(=CC(=C1)F)F